6-[1-(1-ethoxy-3-methyl-1-oxobutan-2-yl)pyrazol-4-yl]-2,6-diazaspiro[3.3]heptane-2-carboxylic acid tert-butyl ester C(C)(C)(C)OC(=O)N1CC2(C1)CN(C2)C=2C=NN(C2)C(C(=O)OCC)C(C)C